tert-butyl N-(cyclobutylmethyl)-N-[(3R)-1-[6-(1-hydroxyethyl)-3-pyridyl]-3-piperidyl]carbamate C1(CCC1)CN(C(OC(C)(C)C)=O)[C@H]1CN(CCC1)C=1C=NC(=CC1)C(C)O